FC1=C(C(=CC=C1)OC=1C=NC2=C(C=CC=C2C1)C)C(C)(C)O 2-[2-fluoro-6-[(8-methyl-3-quinolinyl)oxy]phenyl]propan-2-ol